2-propenyl-4,5-dihydro-1,3-oxazine C(=CC)C=1OCCCN1